5-[(1R)-1-(4-{[4-(trifluoromethyl)-1,3-thiazol-2-yl]amino}phenyl)ethyl]tetrazol-2-ide FC(C=1N=C(SC1)NC1=CC=C(C=C1)[C@@H](C)C=1N=N[N-]N1)(F)F